FC(C)(C)C=1C(=NOC1)C(=O)O (2-fluoropropane-2-yl)isoOxazole-3-carboxylic acid